tert-butyl (3S,5R)-3-fluoro-5-[(methylsulfonyl)oxy]piperidine-1-carboxylate F[C@@H]1CN(C[C@@H](C1)OS(=O)(=O)C)C(=O)OC(C)(C)C